ClCC1=CC=C2CCN(CC2=C1)C(=O)OC(C)(C)C tert-butyl 7-(chloromethyl)-3,4-dihydro-1H-isoquinoline-2-carboxylate